C(=C)[C@H]1[C@H]2C[C@H](N(C1)CC2)[C@H](O)C2=CC=NC1=CC=C(C=C21)OC (R)-[(2S,4R,5S)-5-ethenyl-1-azabicyclo[2.2.2]octan-2-yl](6-methoxyquinolin-4-yl)methanol